FC1([C@@H](C1)C(=O)N1[C@H]2CN(C[C@@H]1CC2)C2=NC(=NC=C2)NC=2C=NC(=C(C2)F)N2CC(C2)O)F [(1S)-2,2-difluorocyclopropyl][(1R,5S)-3-(2-{[5-fluoro-6-(3-hydroxyazetidin-1-yl)pyridin-3-yl]amino}pyrimidin-4-yl)-3,8-diazabicyclo[3.2.1]oct-8-yl]methanone